FC1(CCN(CC1)C1=C(C=C(C=C1)C(F)(F)F)NS(=O)(=O)C=1C=C(C(=O)OC)C=CC1OC)F methyl 3-(N-(2-(4,4-difluoropiperidin-1-yl)-5-(trifluoromethyl) phenyl) sulfamoyl)-4-methoxybenzoate